4-[(4-bromophenoxy)methyl]1,3-dihydroimidazole-2-thione BrC1=CC=C(OCC=2NC(NC2)=S)C=C1